tert-Butyl N-[(10R,11E,14S)-4,10-dimethyl-9-oxo-3,8-diazatricyclo[13.3.1.02,7]nonadeca-1(19),2(7),3,5,11,15,17-heptaen-14-yl]carbamate CC1=NC=2C=3C=CC=C([C@H](C/C=C/[C@H](C(NC2C=C1)=O)C)NC(OC(C)(C)C)=O)C3